C(C1=CC=CC=C1)OC=1C2=CC=CC=C2C=2C=CC=CC2C1 9-benzyl-oxyphenanthrene